diisobutyl (2,6-dimethylcyclohexylmethylene)malonate CC1C(C(CCC1)C)C=C(C(=O)OCC(C)C)C(=O)OCC(C)C